FC(C=C)(C(CC(C)C)O[Si](CC)(CC)CC)F ((3,3-difluoro-6-methylhept-1-en-4-yl)oxy)triethylsilane